2-chloro-N-(1-cyanocyclopropyl)-5-[1-[5-(1,1,2,3,3,3-hexafluoropropoxy)-2-methyl-4-(trifluoromethyl)pyrazol-3-yl]pyrazol-4-yl]-N-methyl-benzamide ClC1=C(C(=O)N(C)C2(CC2)C#N)C=C(C=C1)C=1C=NN(C1)C=1N(N=C(C1C(F)(F)F)OC(C(C(F)(F)F)F)(F)F)C